FC1([C@](C(N(C1)C)=O)(C1=CC(=NO1)C1=NC(=CC=C1)C1=NC(=NC=C1)NC1=NN(C=C1)C)O)F (R)-4,4-difluoro-3-hydroxy-1-methyl-3-(3-(6-(2-((1-methyl-1H-pyrazol-3-yl)amino)pyrimidin-4-yl)pyridin-2-yl)isoxazol-5-yl)pyrrolidin-2-one